2-(2-(4-(((2-(4-cyclopropyl-6-methoxypyrimidin-5-yl)pyrido[2,3-d]pyrimidin-4-yl)oxy)methyl)phenyl)-4-(trifluoromethyl)-1H-imidazol-1-yl)acetamide C1(CC1)C1=NC=NC(=C1C=1N=C(C2=C(N1)N=CC=C2)OCC2=CC=C(C=C2)C=2N(C=C(N2)C(F)(F)F)CC(=O)N)OC